N[C@@]1(CN(CC1)C1=C(C=NC(=C1C1=CC(=CC(=C1)F)F)C1CC1)C(=O)NC1CCC(CC1)(F)F)C 4-[(3S)-3-amino-3-methylpyrrolidin-1-yl]-6-cyclopropyl-N-(4,4-difluorocyclohexyl)-5-(3,5-difluorophenyl)pyridine-3-carboxamide